6-(((3S,4R)-3-methoxypiperidin-4-yl)amino)-N-(6-(o-tolyl)-5-(trifluoromethyl)pyridin-2-yl)pyridine-2-sulfonamide hydrochloride Cl.CO[C@H]1CNCC[C@H]1NC1=CC=CC(=N1)S(=O)(=O)NC1=NC(=C(C=C1)C(F)(F)F)C1=C(C=CC=C1)C